FC1CN(C1)CC1=CSC2=C1N=C(N=C2N2[C@@H](COCC2)C)C2=C1C(=NC=C2)NC=C1 (R)-4-(7-((3-Fluoroazetidin-1-yl)methyl)-2-(1H-pyrrolo[2,3-b]pyridin-4-yl)thieno[3,2-d]pyrimidin-4-yl)-3-methylmorpholine